NCCNCCC[Si](OC)(OC)OC N-(2-aminoethyl)3-aminopropyltrimethoxysilane